divinylformamide C(=C)N(C=O)C=C